tert-butyl 2-(2,6-difluoropyridin-3-yl)-4-oxo-6,7-dihydrothiazolo[5,4-c]pyridine-5(4H)-carboxylate FC1=NC(=CC=C1C=1SC=2C(N(CCC2N1)C(=O)OC(C)(C)C)=O)F